2-(3-Methyl-6-prop-1-en-2-ylcyclohex-2-en-1-yl)-5-pentyl-3-(2-propan-2-yloxyethoxy)phenol CC1=CC(C(CC1)C(=C)C)C1=C(C=C(C=C1OCCOC(C)C)CCCCC)O